3-methyl-7-phenylindolo[1,2-a]quinoxaline CC1=CC=2N=CC=3N(C2C=C1)C1=CC=CC=C1C3C3=CC=CC=C3